ClC1=CC=C2C(=N1)N(N=C2)CCCF 6-Chloro-1-(3-fluoropropyl)-1H-pyrazolo[3,4-b]pyridine